COC=1C(=C2C(=CNC2=CC1)C)NS(=O)(=O)C=1C=NC(=CC1)N1N=CC(=C1)C(F)(F)F N-(5-methoxy-3-methyl-1H-indol-4-yl)-6-[4-(trifluoromethyl)pyrazol-1-yl]pyridine-3-sulfonamide